NC1=CC(=CN=N1)C=1C=CC=2N(C1)C=C(N2)NC(=O)C2(CCOCC2)F N-(6-(6-aminopyridazin-4-yl)imidazo[1,2-a]pyridin-2-yl)-4-fluorotetrahydro-2H-pyran-4-carboxamide